3-chloro-6-oxopyridazine ClC1=NNC(C=C1)=O